CN(C)C=NC(C1=C(C=CC(=C1)C)C)=O N-((dimethylamino)methylene)-2,5-dimethylbenzamide